N-(3-chloro-2-fluorophenyl)-6-(tetrahydropyrimidin-1(2H)-yl)pyrido[3,2-d]pyrimidin-4-amine ClC=1C(=C(C=CC1)NC=1C2=C(N=CN1)C=CC(=N2)N2CNCCC2)F